2-(Diethoxyphosphono)acetic acid C(C)OOP(=O)(OOCC)CC(=O)O